FC1=C(C=C(C=C1C)N1N=C2C(C3(N(CC2)C(=O)OC(C)(C)C)CC3)=C1N1C(NC=C1)=C=O)C tert-butyl 2'-(4-fluoro-3,5-dimethylphenyl)-3'-(2-carbonyl-2,3-dihydro-1H-imidazol-1-yl)-6',7'-dihydrospiro[cyclopropane-1,4'-pyrazolo[4,3-c]pyridine]-5'(2'H)-carboxylate